ClC1=C(C=CC=C1)CCNC(=O)[C@@H]1CN(CC[C@H]1NC(=O)C1=NOC(=C1)C1=C(C=C(C=C1)F)F)C1CCCCC1 |o1:12,17| (3R*,4R*)-1-Cyclohexyl-4-{[5-(2,4-difluoro-phenyl)-isoxazole-3-carbonyl]-amino}-piperidine-3-carboxylic acid [2-(2-chloro-phenyl)-ethyl]-amide